O1CCC2=C1C=C(C=C2)C=N[S@](=O)C(C)(C)C (R)-N-((2,3-dihydrobenzofuran-6-yl)methylene)-2-methylpropane-2-sulfinamide